COC1=CC=C2C(=N1)N=C(O2)SC 5-Methoxy-2-(methylthio)oxazolo[4,5-b]pyridine